NC1=NC(=C(C=2N1C(N(N2)C[C@H]2NC[C@@H](C2)F)=O)C2=CC(=NC(=C2)C)C)C2=CC=CC=C2 5-amino-8-(2,6-dimethyl-4-pyridyl)-2-[[(2S,4R)-4-fluoropyrrolidin-2-yl]methyl]-7-phenyl-[1,2,4]triazolo[4,3-c]pyrimidin-3-one